(±)-7-((5-Aminopyridin-2-yl)amino)-5-((4-cyclopropyl-3-((methylsulfinyl)methyl)phenyl)amino)pyrazolo[1,5-a]pyrimidin-3-carbonitril NC=1C=CC(=NC1)NC1=CC(=NC=2N1N=CC2C#N)NC2=CC(=C(C=C2)C2CC2)C[S@](=O)C |r|